2-methoxy-5-nitro-N-(6-(trifluoromethyl)pyridin-3-yl)benzenesulfonamide COC1=C(C=C(C=C1)[N+](=O)[O-])S(=O)(=O)NC=1C=NC(=CC1)C(F)(F)F